ClC1=NC(=CC=C1NC(C1=C(C=CC(=C1)C(F)(F)F)NC1=C(C=C(C=C1)F)C)=O)OC N-(2-chloro-6-methoxypyridin-3-yl)-2-((4-fluoro-2-methylphenyl)-amino)-5-(trifluoromethyl)-benzamide